C1(CCCCC1)C1=C(C=C(C=C1)C1=NC(=NO1)N1CCC2=CC(=CC=C12)C=O)C(F)(F)F 1-(5-(4-cyclohexyl-3-(trifluoromethyl)phenyl)-1,2,4-oxadiazol-3-yl)2,3-dihydroindole-5-carbaldehyde